(S)-4-(7-chloro-2-(((2R,7aS)-2-fluorotetrahydro-1H-pyrrolizin-7a(5H)-yl)methoxy)-8-methylpyrido[4,3-d]pyrimidin-4-yl)-1,4-oxazepan-6-ol ClC1=C(C=2N=C(N=C(C2C=N1)N1CCOC[C@H](C1)O)OC[C@]12CCCN2C[C@@H](C1)F)C